C(C=C)C1(CC(C1)(F)F)C(=O)OCC1=CC=CC=C1 benzyl 1-allyl-3,3-difluoro-cyclobutanecarboxylate